methyl 4-(6-amino-4-methyl-1-oxo-isoindolin-2-yl)cyclohexanecarboxylate NC1=CC(=C2CN(C(C2=C1)=O)C1CCC(CC1)C(=O)OC)C